C1(OC(C2=C1C=CC=C2)=O)=O 2-benzofuran-1,3-dione